N-(2-ethyl-3-hydroxy-1-oxoisoindolin-4-yl)-3-(isoxazol-3-ylethynyl)benzenesulfonamide C(C)N1C(C2=CC=CC(=C2C1O)NS(=O)(=O)C1=CC(=CC=C1)C#CC1=NOC=C1)=O